2-methoxy-1,7,7-trimethylbicyclo[2.2.1]heptane COC1C2(CCC(C1)C2(C)C)C